FC1=C(C=C(C=C1)F)C1(N(C(CC1([2H])[2H])([2H])[2H])C1=NC=2N(C=C1)N=CC2N)[2H] 5-(2-(2,5-difluorophenyl)pyrrolidin-1-yl-2,3,3,5,5-d5)pyrazolo[1,5-a]pyrimidine-3-amine